methyl 2-(bromomethyl)-3-(difluoromethyl)-5-(hydroxymethyl)benzoate BrCC1=C(C(=O)OC)C=C(C=C1C(F)F)CO